2,2,6,6-tetramethylcyclohexanone oxime CC1(C(C(CCC1)(C)C)=NO)C